ClC=1C=C(C=CC1)N(C1(CCC2(C(CC3=CC=CC=C23)C[C@H](COC2=CC=NC=3CCC[C@H](C23)C)C)CC1)C(=O)[O-])C(C(F)(F)F)=O 4-[(3-chlorophenyl) (trifluoroacetyl) amino]-2'-[(2R)-2-methyl-3-{[(5R)-5-methyl-5,6,7,8-tetrahydroquinolin-4-yl] oxy} propyl]-2',3'-dihydrospiro[cyclohexane-1,1'-indene]-4-carboxylate